C(O)(O)=O.N(CCO)CCO.N(CCO)CCO di(diethanolamine) carbonate